6-(1,2-oxazinan-2-yl)quinoline-4-carboxylic acid O1N(CCCC1)C=1C=C2C(=CC=NC2=CC1)C(=O)O